NCC=1C=C(CNC(=NC(C)C)NC(C)C)C=CC1 1-(3-aminomethyl-benzyl)-2,3-diisopropylguanidine